BrC=1C=C(C=C2CN(C(C12)=O)C1C(NC(CC1)=O)=O)CN1CCN(CC1)C1=C(C=C(C=C1)NC(C1=CC(=C(C=C1)C)C#CC1=CN=C2N1N=CC=C2)=O)C(F)(F)F N-(4-(4-((7-bromo-2-(2,6-dioxopiperidin-3-yl)-1-oxoisoindolin-5-yl)methyl)piperazin-1-yl)-3-(trifluoromethyl)phenyl)-3-(imidazo[1,2-b]pyridazin-3-ylethynyl)-4-methylbenzamide